pyrrolidinedithiocarbamic acid sodium salt [Na+].N1(CCCC1)NC(=S)[S-]